tert-butyl (5-bromo-4-cyano-3-iodopyridin-2-yl)(2-oxo-2-(pyrrolidin-1-yl)ethyl)carbamate BrC=1C(=C(C(=NC1)N(C(OC(C)(C)C)=O)CC(N1CCCC1)=O)I)C#N